C(C1=CC=CC=C1)OC=1C(=C(C=C(C1C(=O)N1CC2=CC=CC(=C2C1)OC1COCC1)C1=C(C=CC(=C1)C)S(=O)(=O)[O-])C1=C(C=CC(=C1)C)S(=O)(=O)[O-])C 5-(benzyloxy)-4-methyl-6-(4-((tetrahydrofuran-3-yl) oxy) isoindoline-2-carbonyl)-1,3-phenylenebis(4-methylbenzenesulfonate)